(3R)-3-tert-butyldimethylsilyloxyglutaric acid monomethyl ester COC(C[C@@H](CC(=O)O)O[Si](C)(C)C(C)(C)C)=O